2-(4-(4-benzoylpiperazine-1-carbonyl)phenyl)-1H-benzo[d]imidazole-4-carboxamide C(C1=CC=CC=C1)(=O)N1CCN(CC1)C(=O)C1=CC=C(C=C1)C1=NC2=C(N1)C=CC=C2C(=O)N